3-[2-methyl-4-(2-methyl-2-propanyl)phenyl]propanal CC1=C(C=CC(=C1)C(C)(C)C)CCC=O